ClC1=C(C=C(C=C1)N1CCN(CC1)C(CN1N=C(C=2C1=NC=CC2)C=2NC=CN2)=O)OC (1-[4-(4-chloro-3-methoxy-phenyl)piperazin-1-yl])-2-[3-(1H-imidazol-2-yl)pyrazolo[3,4-b]Pyridin-1-yl]Ethanone